FC(C1=NN=C(O1)C=1C=CC(=NC1)CN1C(N(C(C1=O)(C)C)C1=CC=C(C=C1)C1=COC=C1)=O)F 3-((5-(5-(difluoromethyl)-1,3,4-oxadiazol-2-yl)pyridin-2-yl)methyl)-1-(4-(furan-3-yl)phenyl)-5,5-dimethylimidazolidin-2,4-dione